C1(=CC=CC=C1)C(=C(C1=CC=CC=C1)C1=CC=CC=C1)C1=CC=C(C(=O)O)C=C1 4-(1,2,2-triphenylethenyl)benzoic acid